CC=1SC=CC1C1=NC2=CC=CC=C2C(N1)=O 2-methylthiophenylquinazolin-4(3H)-one